tert-butyl(2-(3-bromopropoxy) ethyl)carbamate C(C)(C)(C)OC(NCCOCCCBr)=O